4-bromo-1-(2,2-difluoroethyl)-1,2,3,6-tetrahydropyridine BrC=1CCN(CC1)CC(F)F